(S)-5-aminomethylpyrrolidin-2-one NC[C@@H]1CCC(N1)=O